n-butyl acetate (n-butylacetate) C(CCC)CC(=O)O.C(C)(=O)OCCCC